2-{[(S)-3-Methyl-1-piperidyl]methyl}-4-cyclopropyl-6-{6-cyclopropyl-4-[4-methoxy-2-(4-methyl-4H-1,2,4-triazol-3-yl)phenyl]-2-pyridyl}-1,6-dihydro-1,6-diaza-7-indenone C[C@@H]1CN(CCC1)CC=1NC=2C(N(C=C(C2C1)C1CC1)C1=NC(=CC(=C1)C1=C(C=C(C=C1)OC)C1=NN=CN1C)C1CC1)=O